(S)-5-(8-(3,3-difluoro-4-((5-(trifluoromethyl)pyridazin-3-yl)oxy)pyrrolidin-1-yl)-3-fluoroimidazo[1,2-b]pyridazin-6-yl)pyrimidine-2,4(1H,3H)-dione FC1(CN(C[C@@H]1OC=1N=NC=C(C1)C(F)(F)F)C=1C=2N(N=C(C1)C=1C(NC(NC1)=O)=O)C(=CN2)F)F